((2R,3aR,5R,7aS)-5-(2-methylbutan-2,3-dien-1-yl)-2-((E)-2-(phenylsulfonyl)vinyl)hexahydro-3aH-furo[3,2-b]pyran-3a-yl)methanol CC(C[C@H]1CC[C@H]2[C@@](O1)(C[C@@H](O2)\C=C\S(=O)(=O)C2=CC=CC=C2)CO)=C=C